C=CCC1C=C(OC)C(O)=C(OC)C=1 methoxyeugenol